F[C@H]1[C@@H](O[C@@H]([C@H]1O)CO)N1C=NC=2C(NC(C3=CC=CC=C3)=O)=NC=NC12 2'-fluoro-N6-benzoyl-deoxyadenosine